4-(5-benzo[1,3]dioxan-5-yl-4-pyridin-2-yl-imidazol-2-yl)-benzamide hydrate O.O1COCC2=C1C=CC=C2C2=C(N=C(N2)C2=CC=C(C(=O)N)C=C2)C2=NC=CC=C2